5-bromo-1-(2-(pyridin-4-yl)-2H-indazol-5-yl)-1H-pyrazol-3-amine BrC1=CC(=NN1C1=CC2=CN(N=C2C=C1)C1=CC=NC=C1)N